[Na+].NC1=C(C(=O)[O-])C=CC=C1.[Na+].NC1=C(C(=O)[O-])C=CC=C1 sodium aminobenzoate, sodium salt